N-methylcarbazole CN1C2=CC=CC=C2C=2C=CC=CC12